N-(1-(2,6-Dimethoxyphenyl)-2-(5-methylpyridin-3-yl)-1H-imidazo[4,5-b]pyrazin-6-yl)cyclopropansulfonamid COC1=C(C(=CC=C1)OC)N1C(=NC=2C1=NC(=CN2)NS(=O)(=O)C2CC2)C=2C=NC=C(C2)C